O(C#N)C1=CC=C(OC2=CC=C(C=C2)C(=O)C2=CC=C(C=C2)OC2=CC=C(C=C2)OC#N)C=C1 Bis(4-(4-cyanatophenoxy) phenyl) keton